NC=1N=NC(=CC1N1CCC(CC1)(C1=CC=CC=C1)CNC(OC(C)(C)C)=O)C1=C(C=CC=C1)O tert-butyl ((1-(3-amino-6-(2-hydroxyphenyl)pyridazin-4-yl)-4-phenylpiperidin-4-yl)methyl)carbamate